N-(3-fluoro-4-(piperazin-1-yl)phenyl)-4-trifluoromethylquinazolin-2-amine FC=1C=C(C=CC1N1CCNCC1)NC1=NC2=CC=CC=C2C(=N1)C(F)(F)F